5-((2-(2,6-dioxopiperidin-3-yl)-1-oxoisoindol-4-yl)oxy)pentanoic acid O=C1NC(CCC1N1C(C2=CC=CC(=C2C1)OCCCCC(=O)O)=O)=O